(R)-1-(3-cyanophenyl)-N-((1-cyanopyrrolidin-3-yl)methyl)-N-methyl-1H-1,2,4-triazole-3-carboxamide C(#N)C=1C=C(C=CC1)N1N=C(N=C1)C(=O)N(C)C[C@H]1CN(CC1)C#N